NCCCCCC(=O)O ε-amino-caproic acid